2'-[(Pyridin-4-yl)methyl]-8'-(trifluoromethyl)-2',5'-dihydrospiro[cyclopropane-1,4'-furo[2,3-g]indazole]-7'-carboxylic acid ethyl ester C(C)OC(=O)C1=C(C2=C(CC3(C4=CN(N=C24)CC2=CC=NC=C2)CC3)O1)C(F)(F)F